FC1=NNC=C1C1=CCCNC1 5-(3-fluoro-1H-pyrazol-4-yl)-1,2,3,6-tetrahydropyridine